(S)-8-(2-amino-6-((R)-1-(5-chloro-3'-(diethylcarbamoyl)-[1,1'-biphenyl]-2-yl)-2,2,2-trifluoroethoxy)pyrimidin-4-yl)-2,8-diazaspiro[4.5]decane-3-carboxylic acid NC1=NC(=CC(=N1)N1CCC2(C[C@H](NC2)C(=O)O)CC1)O[C@@H](C(F)(F)F)C1=C(C=C(C=C1)Cl)C1=CC(=CC=C1)C(N(CC)CC)=O